COC(C1=CC(=CC=C1)Cl)=O 3-chloro-benzoic acid methyl ester